Cl.C[C@H]1[C@H](NC[C@@H](O1)C)CNC1=NC=CC(=N1)C(F)(F)F N-(((2S,3R,6S)-2,6-Dimethylmorpholin-3-yl)methyl)-4-(trifluoromethyl)pyrimidin-2-amine hydrochloride